((3aR,5R,6R,6aR)-6-hydroxy-2,2,6-trimethyltetrahydrofuro[2,3-d][1,3]dioxol-5-yl)methylbenzoate O[C@@]1([C@H](O[C@@H]2OC(O[C@@H]21)(C)C)COC(C2=CC=CC=C2)=O)C